15-Methyl-4-heptadecenoic acid CC(CCCCCCCCCC=CCCC(=O)O)CC